N1[C@H](CCC1)CO (R)-pyrrolidin-2-methanol